ClC1=C(OC2=CC=3C=4N(C=NC3C=C2)CCCN4)C(=CC=C1F)[N+](=O)[O-] 10-(2-chloro-3-fluoro-6-nitrophenoxy)-3,4-dihydro-2H-pyrimido[1,2-c]quinazoline